N,N-dimethyltetracosa-15,18-dien-5-amine CN(C(CCCC)CCCCCCCCCC=CCC=CCCCCC)C